1,5-diphenylpent-1,4-diene-3-one C1(=CC=CC=C1)C=CC(C=CC1=CC=CC=C1)=O